C(=O)[O-].NC1=CC(=C(C(=O)N2CCC(CC2)CC[N+](C)(C)C)C=C1)C 2-[1-(4-amino-2-methyl-benzoyl)-4-piperidyl]ethyl-trimethyl-ammonium formate